N1=CC=CC(=C1)C1N(C)CCC1.C(C(O)C(O)C(=O)O)(=O)O.C(C(O)C(O)C(=O)O)(=O)O Ditartaric acid nicotine salt